n-methyl-5-piperazin-1-yl-6-(trifluoromethyl)pyridine-2-carboxamide CNC(=O)C1=NC(=C(C=C1)N1CCNCC1)C(F)(F)F